NC1=NC=CC=C1C1=NC=2C(=NC(=CC2)N2N=CC=C2)N1C=1C=C2CCC(C2=CC1)NN1CCN(CC1)C(C=C)=O 1-[4-({5-[2-(2-aminopyridin-3-yl)-5-(pyrazol-1-yl)imidazo[4,5-b]pyridin-3-yl]-2,3-dihydro-1H-inden-1-yl}amino)piperazin-1-yl]prop-2-en-1-one